FC1([C@H](CN(CC1)[C@H](C(=O)NC=1N=CN(C1)CC1=CC=C(C=C1)F)C)C1=CC=[N+](C=C1)[O-])F 4-((S)-4,4-difluoro-1-((S)-1-((1-(4-fluorobenzyl)-1H-imidazol-4-yl)amino)-1-oxopropan-2-yl)piperidin-3-yl)pyridine 1-oxide